butyramide tantalum [Ta].C(CCC)(=O)N